OCC1=C(C=CC2=C1OCC21CNCC1)C(=O)O 7-(hydroxymethyl)-2H-spiro[benzofuran-3,3'-pyrrolidine]-6-carboxylic acid